FC(C(F)(F)F)(C\1=NOC(/C1=C/C=1SC(=CC1)N1CCCCC1)=O)F (E)-3-(perfluoroethyl)-4-((5-(piperidin-1-yl)thiophen-2-yl)methylene)isoxazol-5(4H)-one